2-ethylhexyl 2-cyano-3,3-diphenylacrylate C(#N)C(C(=O)OCC(CCCC)CC)=C(C1=CC=CC=C1)C1=CC=CC=C1